BrC=1C=C(C=2N(C1)C=C(N2)C(=O)O)C(C)OC 6-bromo-8-(1-methoxyethyl)imidazo[1,2-a]Pyridine-2-carboxylic acid